(2-(2-chlorophenyl)-4,5,6,7-tetrahydro-1H-benzo[d]imidazol-6-yl)-2-methyl-5,6,7,8-tetrahydroimidazo[1,2-a]pyrazine ClC1=C(C=CC=C1)C1=NC2=C(N1)CC(CC2)C2=C(N=C1N2CCNC1)C